(R)-1-((cyclopentanecarbonyl)oxy)ethyl (S)-4-(3-(1,1-dioxido-4-oxo-1,2,5-thiadiazolidin-2-yl)-2-fluoro-4-hydroxyphenyl)-2-isopentyl-2,5-dihydro-1H-pyrrole-1-carboxylate O=S1(N(CC(N1)=O)C=1C(=C(C=CC1O)C1=C[C@@H](N(C1)C(=O)O[C@H](C)OC(=O)C1CCCC1)CCC(C)C)F)=O